tert-butyl 3-[4-[tert-butoxycarbonyl(methyl)amino]-2,2-dimethyl-butanoyl]-3-methoxy-pyrrolidine-1-carboxylate C(C)(C)(C)OC(=O)N(CCC(C(=O)C1(CN(CC1)C(=O)OC(C)(C)C)OC)(C)C)C